6-[(3R)-3-methyl-1,2,3,4-tetrahydroisoquinoline-2-carbonyl]-N-phenyl-2,3-dihydro-1H-isoindole-2-carboxylic acid amide C[C@H]1N(CC2=CC=CC=C2C1)C(=O)C1=CC=C2CN(CC2=C1)C(=O)NC1=CC=CC=C1